OC(C(=C(C(=O)O)C)C)=CCCCC 4-HYDROXY-2,3-DIMETHYL-2,4-NONADIENOIC ACID